C(C1=CC=C(C(C(=O)OC)=C1)N)C1=CC=C(C(C(=O)OC)=C1)N dimethyl (5,5'-methylene-dianthranilate)